2-(3-fluorooxetan-3-yl)ethanol FC1(COC1)CCO